chloro-2,4,6-trimethoxy-1,1'-biphenyl ClC=1C(=C(C(=CC1OC)OC)C1=CC=CC=C1)OC